CC=1N=CSC1C1=CC=C(C=C1)[C@H](C)N (1S)-1-[4-(4-methyl-1,3-thiazol-5-yl)phenyl]ethanamine